6-(3-(2-(1-(3-cyano-2-fluorophenyl)cyclopropoxy)acetyl)-3,8-diazabicyclo[3.2.1]octan-8-yl)nicotinonitrile C(#N)C=1C(=C(C=CC1)C1(CC1)OCC(=O)N1CC2CCC(C1)N2C2=NC=C(C#N)C=C2)F